3-(6-(7-(4-(4-aminophenyl)piperazin-1-yl)-2-azaspiro[3.5]nonan-2-yl)-1-oxoisoindolin-2-yl)piperidine-2,6-dione NC1=CC=C(C=C1)N1CCN(CC1)C1CCC2(CN(C2)C2=CC=C3CN(C(C3=C2)=O)C2C(NC(CC2)=O)=O)CC1